N=1N(N=C2C1C=CC=C2)C2=CC(=CC(=C2O)CCCCCCCCCCCC)C 2-(2H-benzotriazole-2-yl)-6-dodecyl-4-cresol